C(C1=CC=CC=C1)(C1=CC=CC=C1)(C1=CC=CC=C1)N1C=NC(=C1)COCC1=CC=2N(C=C1)C(=CN2)C(=O)OCC ethyl 7-(((1-trityl-1H-imidazol-4-yl)methoxy)methyl)imidazo[1,2-a]pyridine-3-carboxylate